3-benzyl-1,2,4-oxadiazol-5(4H)-one C(C1=CC=CC=C1)C1=NOC(N1)=O